(S)-1-(5-((2-amino-3-chloropyridin-4-yl)thio)-1H-imidazo[4,5-b]pyrazin-2-yl)-4'H,6'H-spiro[piperidin-4,5'-pyrrolo[1,2-b]pyrazol]-4'-amine NC1=NC=CC(=C1Cl)SC=1N=C2C(=NC1)NC(=N2)N2CCC1([C@@H](C=3N(N=CC3)C1)N)CC2